ClC=1C=C(C=CC1Cl)[C@@]1(CN2[C@H](CO1)CN(CC2)C(=O)OC(C)(C)C)O tert-butyl (3R,9aS)-3-(3,4-dichlorophenyl)-3-hydroxy-1,4,6,7,9,9a-hexahydropyrazino[2,1-c][1,4]oxazine-8-carboxylate